(1R,3S)-3-butyl-6-methoxy-1-(6-(methoxycarbonyl)pyridin-3-yl)-3,4-dihydroisoquinoline-2(1H)-carboxylic acid tert-butyl ester C(C)(C)(C)OC(=O)N1[C@H](C2=CC=C(C=C2C[C@@H]1CCCC)OC)C=1C=NC(=CC1)C(=O)OC